2-(4-Bromo-2-methoxyphenoxy)-6-methylpyridine BrC1=CC(=C(OC2=NC(=CC=C2)C)C=C1)OC